2-bromoethyl(diphenyl)sulfonium BrCC[S+](C1=CC=CC=C1)C1=CC=CC=C1